(E)-2-(5-methylfuran-2-yl)-4-phenyl-2-((trimethylsilyl)oxy)but-3-enenitrile CC1=CC=C(O1)C(C#N)(\C=C\C1=CC=CC=C1)O[Si](C)(C)C